BrC=1C=CC(=NC1)N(C)CCCC 5-bromo-N-butyl-N-methylpyridin-2-amine